NC1=CC=C(C=C1)C1(NC=C(C(=N1)NCC1=CC(=CC=C1)S(=O)(=O)C)C(F)(F)F)N 2-(4-aminophenyl)-N4-(3-(methylsulfonyl)benzyl)-5-(trifluoromethyl)pyrimidine-2,4-diamine